6-(5-cyanopyridin-2-yl)-N-(1-(4-fluorophenyl)ethyl)-1-(2-methyl-2-morpholinopropyl)-2-oxo-1,2-dihydro-1,8-naphthyridine-3-carboxamide C(#N)C=1C=CC(=NC1)C=1C=C2C=C(C(N(C2=NC1)CC(C)(N1CCOCC1)C)=O)C(=O)NC(C)C1=CC=C(C=C1)F